(5-amino-3-fluoro-6-methoxy-2-pyridinyl)acetonitrile NC=1C=C(C(=NC1OC)CC#N)F